methyl 2-amino-4-chloro-1,2-dihydropyridine-5-carboxylate NC1NC=C(C(=C1)Cl)C(=O)OC